(R)-N-(5,6-dichloro-8-ethoxy-9-iodo-2,3-dihydro-1H-pyrrolo[1,2-a]indol-1-yl)acetamide ClC1=C(C=C(C=2C(=C3N(C12)CC[C@H]3NC(C)=O)I)OCC)Cl